5-(3,4-dimethylphenyl)-N-(1,1-dioxido-2,3-dihydrothiophen-3-yl)pyrimidine-2-carboxamide CC=1C=C(C=CC1C)C=1C=NC(=NC1)C(=O)NC1CS(C=C1)(=O)=O